N,N-dimethyl-2-[(2R)-2-methylmorpholin-4-yl]-4-oxo-9-vinyl-pyrido[1,2-a]pyrimidine-7-carboxamide CN(C(=O)C=1C=C(C=2N(C(C=C(N2)N2C[C@H](OCC2)C)=O)C1)C=C)C